benzyl 3'-bromo-1-oxo-1,3,7,8-tetrahydrospiro[furo[3,4-g]isochromene-5,4'-piperidine]-1'-carboxylate BrC1CN(CCC12OCCC=1C=C3C(=CC12)COC3=O)C(=O)OCC3=CC=CC=C3